5-fluoro-4-[methoxy-[4-(trifluoromethylsulfanyl)phenyl]methyl]pyridine-3-carbonitrile FC=1C(=C(C=NC1)C#N)C(C1=CC=C(C=C1)SC(F)(F)F)OC